pyridinium (2S,5R)-N-(cyclobutylmethoxy)-7-oxo-6-(sulfooxy)-1,6-diazabicyclo[3.2.1]octane-2-carboxamide C1(CCC1)CONC(=O)[C@H]1N2C(N([C@H](CC1)C2)OS(=O)(=O)O)=O.[NH+]2=CC=CC=C2